Pyridazine-3-carboxylic acid hydrochloride Cl.N1=NC(=CC=C1)C(=O)O